1-(4-(2,2-diethoxyethoxy)phenoxy)-6-methoxy-2-(4-(methylsulfonyl)phenyl)naphthalene C(C)OC(COC1=CC=C(OC2=C(C=CC3=CC(=CC=C23)OC)C2=CC=C(C=C2)S(=O)(=O)C)C=C1)OCC